7-[(S)-4-(2,3-dihydro-[1,4]dioxino[2,3-b]pyridin-3-yl)-benzyl]-5,6,7,8-tetrahydro-[1,2,4]triazolo[4,3-a]pyrazine-3-carboxylic acid methylamide CNC(=O)C1=NN=C2N1CCN(C2)CC2=CC=C(C=C2)[C@H]2COC=1C(=NC=CC1)O2